(R)-3-methyl-4-(1-(methylsulfonyl)-6-(4,4,5,5-tetramethyl-1,3,2-dioxaborolan-2-yl)-1H-pyrrolo[2,3-b]pyridin-4-yl)morpholine C[C@H]1N(CCOC1)C1=C2C(=NC(=C1)B1OC(C(O1)(C)C)(C)C)N(C=C2)S(=O)(=O)C